C([O-])(=O)O[O-] peroxycarbonate